2-(4-(2-fluorophenoxy)phenyl)-7-(1-propynylpiperidin-4-yl)-1H-imidazo[1,2-b]Pyrazole-3-carboxamide FC1=C(OC2=CC=C(C=C2)C=2NC=3N(N=CC3C3CCN(CC3)C#CC)C2C(=O)N)C=CC=C1